(1-(2,2-Dimethyl-5-nitro-2,3-dihydrobenzofuran-6-yl)-4-fluoropiperidin-4-yl)methanol 2,2,2-trifluoroacetic acid salt FC(C(=O)O)(F)F.CC1(OC2=C(C1)C=C(C(=C2)N2CCC(CC2)(F)CO)[N+](=O)[O-])C